CN1C(N(C2=C1C=C(C=C2)S(=O)(=O)NC2(CC2)C)CC=2OC(=CC2)C)=O 3-methyl-N-(1-methylcyclopropyl)-1-[(5-methyl-2-furyl)methyl]-2-oxo-benzimidazole-5-sulfonamide